4-[4-(ethylamino)-1-piperidyl]-6-fluoro-N-(7-methoxyimidazo[1,2-a]pyridin-6-yl)-2-methyl-indazole-7-carboxamide C(C)NC1CCN(CC1)C=1C2=CN(N=C2C(=C(C1)F)C(=O)NC=1C(=CC=2N(C1)C=CN2)OC)C